N-(3-amino-6-(4-fluorophenyl)pyridin-2-yl)-6-phenylnicotinamide NC=1C(=NC(=CC1)C1=CC=C(C=C1)F)NC(C1=CN=C(C=C1)C1=CC=CC=C1)=O